(4-(6-(azetidin-1-yl)pyrazolo[1,5-a]pyrazin-4-yl)phenyl)methylamine trifluoroacetate salt FC(C(=O)O)(F)F.N1(CCC1)C=1N=C(C=2N(C1)N=CC2)C2=CC=C(C=C2)CN